C12C(CC(CC1)C2)NC(CC2N(C(CC2)=O)CC2=NC=CC=C2)=O N-(2-bicyclo[2.2.1]heptanyl)-2-[5-oxo-1-(pyridin-2-ylmethyl)pyrrolidin-2-yl]acetamide